[Bi].[Pb].[O] oxygen lead-bismuth